(1S,3S)-3-((2-chloro-5-((2-methylthiazol-4-yl)ethynyl)pyridin-4-yl)amino)cyclopentan-1-ol ClC1=NC=C(C(=C1)N[C@@H]1C[C@H](CC1)O)C#CC=1N=C(SC1)C